4-chloro-N-(3-(1,1-difluoroethyl)phenyl)-1-(4-methoxyphenyl)-3-methyl-5-oxo-4,5-dihydro-1H-pyrazole-4-carboxamide ClC1(C(=NN(C1=O)C1=CC=C(C=C1)OC)C)C(=O)NC1=CC(=CC=C1)C(C)(F)F